FC1=CC(=C(C=C1)C1=CC(=CC=C1)C=1OC2=C(N1)C=CC(=C2)CO)C2=NN=CN2C (2-(4'-fluoro-2'-(4-methyl-4H-1,2,4-triazol-3-yl)-[1,1'-biphenyl]-3-yl)benzo[d]oxazol-6-yl)methanol